N-(1-(4,4-difluorocycloheptyl)-2-oxo-1,2-dihydropyridin-3-yl)-4-((2-hydroxyethyl)sulfonamido)-2-(6-azaspiro[2.5]octan-6-yl)benzamide FC1(CCC(CCC1)N1C(C(=CC=C1)NC(C1=C(C=C(C=C1)NS(=O)(=O)CCO)N1CCC2(CC2)CC1)=O)=O)F